(S)-2-(1-(3-fluoro-4-chlorophenyl)-2-hydroxyethyl)-6-(2-((1-methyl-1H-pyrazol-5-yl)amino)pyrimidin-4-yl)-1H-pyrrolo[1,2-c]imidazol-3(2H)-one FC=1C=C(C=CC1Cl)[C@@H](CO)N1C(N2C(C1)=CC(=C2)C2=NC(=NC=C2)NC2=CC=NN2C)=O